C(C=CC1=CC=CC=C1)NCC(=O)OC1=CC=CC=2C[C@H](CCC12)N(CCC=1SC=CC1)CCC (S)-6-(propyl (2-(thiophen-2-yl) ethyl) amino)-5,6,7,8-tetrahydronaphthalen-1-yl 2-cinnamylaminoacetate